5-cyclopropyl-4-(((7-(2-chloro-4-fluorobenzyl)-7-azaspiro[3.5]non-2-yl)methoxy)methyl)-2-fluoro-N-(methylsulfonyl)benzamide C1(CC1)C=1C(=CC(=C(C(=O)NS(=O)(=O)C)C1)F)COCC1CC2(C1)CCN(CC2)CC2=C(C=C(C=C2)F)Cl